4,4-bis(2,2-DIPHENYLVINYL)biphenyl C1(=CC=CC=C1)C(=CC1(CC=C(C=C1)C1=CC=CC=C1)C=C(C1=CC=CC=C1)C1=CC=CC=C1)C1=CC=CC=C1